Cl.C1(=CC=CC=C1)C(C)(C)C1=CN=C(O1)C(=N)N 5-(2-phenylpropan-2-yl)-1,3-oxazole-2-carboxamidine hydrochloride